CNCC1=CC=C(C=C1)C(F)(F)F N-methyl-1-[4-(trifluoromethyl)phenyl]methanamine